4,5-DIHYDRO-OXAZOLE-4-CARBOXYLIC ACID O1C=NC(C1)C(=O)O